Ethyl 5-[(1R,4R)-2-oxa-5-azabicyclo[2.2.1]heptan-5-yl]pyrazolo[1,5-a]pyrimidine-3-carboxylate [C@H]12OC[C@H](N(C1)C1=NC=3N(C=C1)N=CC3C(=O)OCC)C2